methyl 3-(2-hydroxyethoxy)-2-methylbenzoate OCCOC=1C(=C(C(=O)OC)C=CC1)C